6-bromo-2,3-dihydro-4H-benzopyran-4-one BrC=1C=CC2=C(C(CCO2)=O)C1